CC(=CCC/C(=C/CC/C(=C/CC/C(=C/CC/C(=C/CC/C(=C/CC/C(=C/COP(=O)([O-])OP(=O)([O-])[O-])/C)/C)/C)/C)/C)/C)C The molecule is an organophosphate oxoanion arising from deprotonation of the diphosphate OH groups of all-trans-heptaprenyl diphosphate; major species at pH 7.3. It is a conjugate base of an all-trans-heptaprenyl diphosphate.